tri-magnesium diphosphate [O-]P([O-])(=O)OP(=O)([O-])[O-].[Mg+2].[Mg+2].[Mg+2]